(1S,5R)-3-benzyl-N-((E)-(dimethylamino)methylene)-5-(trifluoromethyl)-3-azabicyclo[3.1.0]hexane-1-carboxamide C(C1=CC=CC=C1)N1C[C@@]2(C[C@@]2(C1)C(F)(F)F)C(=O)/N=C/N(C)C